2-methoxyethyl-(2-{2-chloro-4-fluoro-5-[3-methyl-2,6-dioxo-4-(trifluoromethyl)-3,6-dihydropyrimidin-1(2H)-yl]phenoxy}phenoxy)acetate COCCOC(COC1=C(C=CC=C1)OC1=C(C=C(C(=C1)N1C(N(C(=CC1=O)C(F)(F)F)C)=O)F)Cl)=O